N1-(2-aminoethyl)ethane-1,2-diamine (R)-3-(5-chloro-2-oxo-6-(1-(pyridin-2-yl)ethoxy)benzo[d]oxazol-3(2H)-yl)propanoate ClC=1C(=CC2=C(N(C(O2)=O)CCC(=O)O)C1)O[C@H](C)C1=NC=CC=C1.NCCNCCN